2-(2-chlorophenyl)-N-(4-((4-fluoro-3-methylphenoxy)methyl)-3-sulfamylphenyl)acetamide ClC1=C(C=CC=C1)CC(=O)NC1=CC(=C(C=C1)COC1=CC(=C(C=C1)F)C)S(N)(=O)=O